ClC=1C=C(C=CC1Cl)NC(=O)N1CCC2=CC=3N(C=C2C1)N=CN3 N-(3,4-dichlorophenyl)-8,9-dihydro-[1,2,4]triazolo[1,5-b][2,7]naphthyridine-7(6H)-carboxamide